heptamethyltetraphenyl-heptachlorooctasilane C[Si]([Si]([Si]([Si]([Si]([Si]([Si]([Si](Cl)(Cl)Cl)(Cl)Cl)(Cl)Cl)(C1=CC=CC=C1)C1=CC=CC=C1)(C1=CC=CC=C1)C1=CC=CC=C1)(C)C)(C)C)(C)C